FC(OC1=CC=C(C=C1)C=1N=C2C(=NC1)N=C(S2)C2=NC=CC(=C2C(=O)N)C2=CC=NC=C2)(F)F 6-(4-(trifluoromethoxy)phenyl)thiazolo[4,5-b]pyrazin-2-yl-[4,4'-bipyridine]-3-carboxamide